vinylmorpholone C(=C)N1C(COCC1)=O